(3S)-3-[4-(4-hydroxy-1-piperidinyl)indolin-1-yl]piperidine-2,6-dione OC1CCN(CC1)C1=C2CCN(C2=CC=C1)[C@@H]1C(NC(CC1)=O)=O